(S)-3-((5-methyl-4-oxo-3-(4-phenoxypicolinamido)-2,3,4,5-tetrahydrobenzo[b][1,4]oxazepin-7-yl)ethynyl)oxetan-3-yl ethylcarbamate C(C)NC(OC1(COC1)C#CC1=CC2=C(OC[C@@H](C(N2C)=O)NC(C2=NC=CC(=C2)OC2=CC=CC=C2)=O)C=C1)=O